BrC1=C(C=CC=C1)C1CN(CCN1)C(=O)OC(C)(C)C tert-Butyl 3-(2-bromophenyl)piperazine-1-carboxylate